N-[2-(3-bromophenyl)ethyl]-2-[1-[(2,3-difluorophenyl)methyl]-5-oxopyrrolidine-2-yl]acetamide BrC=1C=C(C=CC1)CCNC(CC1N(C(CC1)=O)CC1=C(C(=CC=C1)F)F)=O